The molecule is an alpha-amino-acid anion that is the conjugate base of serine. It has a role as a fundamental metabolite. It is a conjugate base of a serine. C(C(C(=O)[O-])N)O